Cl.[2H]C1(OC2=C(O1)C=CC(=C2)CC(C)NC(C([2H])([2H])[2H])([2H])[2H])[2H] 1-(2,2-Dideuterio-1,3-benzodioxol-5-yl)-N-(1,1,2,2,2-pentadeuterioethyl)propan-2-amine hydrochloride